octane-2-carboxylic acid (R)-tert-butyl ester C(C)(C)(C)OC(=O)C(C)CCCCCC